diazatricyclo[21.3.1.18,12]octacosa-1(27),2,6,8(28),9,11,23,25-octaene-27,28-diol C1=2N=NCCC=CC=3C=CC=C(CCCCCCCCCCC(=CC=C1)C2O)C3O